methyl-4-hexadecyl-N-octadecylanilinium [tetrakis(perfluorophenyl)borate] FC1=C(C(=C(C(=C1F)F)F)F)[B-](C1=C(C(=C(C(=C1F)F)F)F)F)(C1=C(C(=C(C(=C1F)F)F)F)F)C1=C(C(=C(C(=C1F)F)F)F)F.C[NH+](C1=CC=C(C=C1)CCCCCCCCCCCCCCCC)CCCCCCCCCCCCCCCCCC